NC1=NC=2C(=CC=CC2C=2N1N=C(N2)CC[S@](=O)(=NC)C2CC2)OC |o1:16| (R or S)-(2-(5-amino-7-methoxy-[1,2,4]triazolo[1,5-c]quinazolin-2-yl)ethyl)(cyclopropyl)(methylimino)-λ6-sulfanone